4-cyclopropyl-N-(2-methylpyridin-4-yl)-3-[(3S)-oxolan-3-yl]-1,2-thiazole-5-carboxamide C1(CC1)C=1C(=NSC1C(=O)NC1=CC(=NC=C1)C)[C@H]1COCC1